tert-butyl-2-benzothiazolyl-sulfenamide C(C)(C)(C)NSC=1SC2=C(N1)C=CC=C2